CN1N=C(C(=C1)C=1C=NC=2CCN(CC2C1)C1=NC=NC2=CC=C(C=C12)C)C 4-[3-(1,3-dimethylpyrazol-4-yl)-7,8-dihydro-5H-1,6-naphthyridin-6-yl]-6-methyl-quinazoline